2-hydroxy-3-(4-benzoyl-phenoxy)-N,N,N-trimethyl-1-propeneaminium chloride monohydrate O.[Cl-].OC(=C[N+](C)(C)C)COC1=CC=C(C=C1)C(C1=CC=CC=C1)=O